CN1C[C@H]2[C@@H](CC1)CCN2C(=O)OC(C)(C)C tert-butyl (3aS,7aR)-6-methyloctahydro-1H-pyrrolo[2,3-c]pyridine-1-carboxylate